4-cyanopyrimidin C(#N)C1=NC=NC=C1